FC(CC[C@@H](C(C(=O)NC)=O)NC(=O)[C@H]1N(C[C@H]2[C@@H]1CCC2)C([C@H](C(C)(C)C)NC(OCC)=O)=O)(C)F ethyl ((S)-1-((1S,3aR,6aS)-1-(((S)-6,6-difluoro-1-(methylamino)-1,2-dioxoheptan-3-yl)carbamoyl)hexahydrocyclopenta[c]pyrrol-2(1H)-yl)-3,3-dimethyl-1-oxobutan-2-yl)carbamate